3-[3-(Difluoromethyl)-4-morpholino-anilino]-5-(methylamino)-6-(3-methylimidazo[4,5-c]pyridin-7-yl)pyrazin-2-carboxamid FC(C=1C=C(NC=2C(=NC(=C(N2)NC)C=2C3=C(C=NC2)N(C=N3)C)C(=O)N)C=CC1N1CCOCC1)F